ClC=1C(=NC=CC1)CNC1=NS(C2=C(N1)C(=CC=C2)C(=C)C2=C(C=CC=C2)F)(=O)=O 3-(((3-chloropyridin-2-yl)methyl)amino)-5-(1-(2-fluorophenyl)vinyl)-4H-benzo[e][1,2,4]thiadiazine 1,1-dioxide